2-[5-(trifluoromethyl)-3-thienyl]Imidazole FC(C1=CC(=CS1)C=1NC=CN1)(F)F